C(C1=CC=CC=C1)ON(C(=O)C1=C(C=CC(=C1)Cl)S(=O)(=O)N[C@H](C(=O)O)[C@H](C)C1=C(C(=CC=C1F)C)C)C(=O)OC(C)(C)C (2S,3R)-2-(2-((benzyloxy)(tert-butoxycarbonyl)carbamoyl)-4-chlorobenzenesulfonamido)-3-(6-fluoro-2,3-dimethylphenyl)butyric acid